tert-butyl (2-(2-(2-oxa-5-azabicyclo[2.2.1]heptan-5-yl)ethyl)-4-methyl-5-oxo-5,6,7,8-tetrahydro-4H-pyrazolo[1,5-a][1,3]diazepin-6-yl)carbamate C12OCC(N(C1)CCC1=NN3C(N(C(C(CC3)NC(OC(C)(C)C)=O)=O)C)=C1)C2